(2S,5R)-2-(1-(4-bromophenyl)-3-(6-fluoropyridin-3-yl)-1H-pyrazol-4-yl)-5-methyl-3-(2-(2-oxoindolin-5-yl)ethyl)oxazolidin-4-one BrC1=CC=C(C=C1)N1N=C(C(=C1)[C@@H]1O[C@@H](C(N1CCC=1C=C2CC(NC2=CC1)=O)=O)C)C=1C=NC(=CC1)F